CNC(=NC)N(C)C N,N,N',N-tetramethylguanidine